(S)-3-methylphenylethylamine CC=1C=C(C=CC1)CCN